C(CC1=CC=CC=C1)N(O)CC=C N-phenethyl-N-allylhydroxylamine